1-(2-((tert-butoxycarbonyl)amino)ethyl)-3-methyl-5-(trifluoromethyl)-1H-pyrrolo[2,3-b]pyridine C(C)(C)(C)OC(=O)NCCN1C=C(C=2C1=NC=C(C2)C(F)(F)F)C